Cl.ClC1=CC=C(C=C1)NC1N(C(=NC(=N1)N)N1CCCC1)C=1C=C(C=CC1)C N-(4-Chlorophenyl)-6-pyrrolidin-1-yl-N1-m-tolyl-[1,3,5]triazine-2,4-diamine hydrochloride